Cl.ClC1=NN(C2=CC(=CC=C12)CN)C C-(3-Chloro-1-methyl-1H-indazol-6-yl)-methyl-amine hydrochloride